3-(2-(dimethylamino)phenoxy)-N-(3-(methylsulfonyl)phenyl)-6-(trifluoromethyl)pyridazine-4-carboxamide CN(C1=C(OC=2N=NC(=CC2C(=O)NC2=CC(=CC=C2)S(=O)(=O)C)C(F)(F)F)C=CC=C1)C